CN1C=C(C=CC1=O)C[C@@H](C(=O)O)NC (S)-3-(1-methyl-6-oxo-1,6-dihydropyridin-3-yl)-2-(methylamino)propanoic acid